3,5-difluoro-4-{[3-(2-methoxyphenyl)-1-{[2-(trimethylsilyl)ethoxy]methyl}-1H-pyrrolo[2,3-b]pyridin-4-yl]oxy}aniline FC=1C=C(N)C=C(C1OC1=C2C(=NC=C1)N(C=C2C2=C(C=CC=C2)OC)COCC[Si](C)(C)C)F